trans-4-[5-[3-(piperazin-1-ylmethyl)phenyl]-2-[(3,3,3-trifluoropropyl)amino]pyrrolo[2,3-d]pyrimidin-7-yl]cyclohexan-1-ol hydrochloride Cl.N1(CCNCC1)CC=1C=C(C=CC1)C1=CN(C=2N=C(N=CC21)NCCC(F)(F)F)[C@@H]2CC[C@H](CC2)O